C1[C@H](N=C(S1)C2=NC3=C(S2)C=C(C=C3)O)C(=O)[O-] The molecule is a monocarboxylic acid anion that is the conjugate base of ent-Photinus luciferin, obtained by deprotonation of the carboxy group; major species at pH 7.3. It is a conjugate base of an ent-Photinus luciferin. It is an enantiomer of a Photinus luciferin(1-).